5-chloro-2-(2-cyanophenyl)benzaldehyde p-toluenesulfonylhydrazone CC1=CC=C(C=C1)S(=O)(=O)NN=CC1=C(C=CC(=C1)Cl)C1=C(C=CC=C1)C#N